NC1=C(C#N)C(=CC(=C1)B1OC(C(O1)(C)C)(C)C)F 2-amino-6-fluoro-4-(4,4,5,5-tetramethyl-1,3,2-dioxaborolan-2-yl)benzonitrile